N-(3-Azidopropyl)-4-pyren-1-yl-butyramide N(=[N+]=[N-])CCCNC(CCCC1=CC=C2C=CC3=CC=CC4=CC=C1C2=C34)=O